7-methoxy-4-(4-(pyrrolidine-1-sulfonimidoyl)phenoxy)quinoline COC1=CC=C2C(=CC=NC2=C1)OC1=CC=C(C=C1)S(=O)(=N)N1CCCC1